C(C)OC(CCC=1C=C(C=CC1)C(C(=O)O)(CCCC(CS(=O)(=O)CCO)(C)C)C)=O 2-(3-(3-ethoxy-3-oxopropyl)phenyl)-7-((2-hydroxyethyl)sulfonyl)-2,6,6-trimethylheptanoic acid